N1C=C(C2=CC=CC=C12)CCNC([C@@H](CC1=CNC2=CC=CC=C12)NC(=O)C=1OC2=CC=CC(=C2C(C1)=O)OCC1=CC=C(C=C1)Br)=O (R)-N-(1-((2-(1H-indol-3-yl)ethyl)amino)-3-(1H-indol-3-yl)-1-oxopropan-2-yl)-5-((4-bromobenzyl)oxy)-4-oxo-4H-chromen-2-carboxamide